FC1=CC(=C(C=2C3=C(C=NN3C)C3(CCC3)NC12)C)C1=C2C=NN(C2=CC=C1)S(=O)(=O)C 6-Fluoro-1,9-dimethyl-8-(1-methylsulfonylindazol-4-yl)spiro[5H-pyrazolo[4,3-c]chinolin-4,1-cyclobutan]